(R)-7-chloro-N-(1-(3-(difluoromethyl)-2-fluorophenyl)ethyl)-2-methyl-6-((1-methylpiperidin-4-yl)sulfonyl)pyrido[2,3-d]pyrimidin-4-amine ClC=1C(=CC2=C(N=C(N=C2N[C@H](C)C2=C(C(=CC=C2)C(F)F)F)C)N1)S(=O)(=O)C1CCN(CC1)C